P(OC(COCC1=C(C=CC=C1)C)(CC1=C(C=CC=C1)C1=C(C(=C(C(=C1F)F)F)F)F)C)([O-])(=O)N pentafluorophenyl-phenyl-(2-methyl-1-(2-methylbenzyloxy) propan-2-yl) phosphoramidate